CC1(OB(OC1(C)C)C1=CCC(CC1)C(=O)OC(C)(C)C)C tert-butyl 4-(4,4,5,5-tetramethyl-1,3,2-dioxaborolan-2-yl)cyclohex-3-enecarboxylate